C(C)C1=NC(=NC(=C1)C=1C=NN(C1)C1=C(C=C(C=C1)[N+](=O)[O-])F)SC 4-ethyl-6-(1-(2-fluoro-4-nitrophenyl)-1H-pyrazol-4-yl)-2-(methylthio)pyrimidine